FC(F)(F)C1=NN1 Trifluoromethyldiazirine